ClC=1C=CC(=NC1)C(=O)NC1=CC=CC(=N1)C(=O)O 6-(5-chloropyridine-2-carboxamido)pyridine-2-carboxylic acid